COC=1C=C(C=CC1CN1CCNCC1)C=1C=C(C(N(C1)C)=O)C 5-(3-methoxy-4-piperazin-1-ylmethyl-phenyl)-1,3-dimethyl-1H-pyridin-2-one